3-(3-Chlorophenyl)sulfonyl-3,9-diazaspiro[5.5]undecane ClC=1C=C(C=CC1)S(=O)(=O)N1CCC2(CC1)CCNCC2